N1=C(C=CC=C1)SC1=CSC=C1 3-(2-pyridylthio)thiophene